2-methyl-5-((4-methylthiazol-5-yl)methoxy)-2H-indazole-3-carboxylic acid CN1N=C2C=CC(=CC2=C1C(=O)O)OCC1=C(N=CS1)C